(4-carboxybutyl)-phosphoramidothioate C(=O)(O)CCCCOP([O-])(N)=S